isononyl alcohol carbon [C].C(CCCCCC(C)C)O